2,2-DIMETHYL-3,4-OCTADIENAL CC(C=O)(C=C=CCCC)C